[N+](=O)([O-])C1=CC=C(C=C1)C1=C2N(N=C1)C=C(N2)C2=CC=C(C=C2)OC2=CC=CC=C2 7-(4-nitrophenyl)-2-(4-phenoxyphenyl)-1H-imidazo[1,2-b]Pyrazole